N-(6-(1-methyl-1H-pyrazol-4-yl)isoquinolin-3-yl)-4-(4-methylpiperazin-1-yl)cyclohexane-1-carboxamide CN1N=CC(=C1)C=1C=C2C=C(N=CC2=CC1)NC(=O)C1CCC(CC1)N1CCN(CC1)C